FC(OC1=C(C=C(C(=O)O)C=C1)F)F 4-(difluoromethoxy)-3-fluorobenzoic acid